3-[(3-methyloxetan-3-yl)methoxy]-5-(5-methyl-1,3-thiazol-2-yl)-N-{(1R)-1-[2-(trifluoromethyl)pyrimidin-5-yl]ethyl}benzamide CC1(COC1)COC=1C=C(C(=O)N[C@H](C)C=2C=NC(=NC2)C(F)(F)F)C=C(C1)C=1SC(=CN1)C